C1(CC1)C(=O)NC1=NC=C(C(=O)NC([2H])([2H])[2H])C(=C1)NC1=CC(=C2C=NN(C2=C1OC)C(C([2H])([2H])[2H])([2H])[2H])F 6-(Cyclopropanecarboxamido)-4-((1-(ethyl-d5)-4-fluoro-7-methoxy-1H-indazol-6-yl)amino)-N-(methyl-d3)nicotinamide